methallyl-3-sulfolanyl sulfide C(C(C)=C)SC1CS(=O)(=O)CC1